C(C)(C)(C)OC(=O)N(\C(=N/C(=O)OC(C)(C)C)\C1=CC=C(C(=O)OC=2C=3N(C(=CC2)CC(=O)OC(C)(C)C)N=CN3)C=C1)C (Z)-5-(2-tert-butoxy-2-oxoethyl)-[1,2,4]triazolo[1,5-a]pyridin-8-yl 4-(N,N'-bis(tert-butoxycarbonyl)-N-methylcarbamimidoyl)benzoate